C(C)(C)(C)OC(=O)N1CCC(CC1)C1=NN(C=C1)S(=O)(=O)C1=CC=C(C=C1)S(=O)(=O)N(C)C 4-(1-((4-(N,N-dimethylaminosulfonyl)phenyl)sulfonyl)-1H-pyrazol-3-yl)piperidine-1-carboxylic acid tert-butyl ester